3-(4-amino-7H-pyrrolo[2,3-d]pyrimidin-7-yl)-5-(3-(aminomethyl)phenyl)cyclopentane-1,2-diol NC=1C2=C(N=CN1)N(C=C2)C2C(C(C(C2)C2=CC(=CC=C2)CN)O)O